C1CC/C=C\C=C/CCC1 cyclodecadiene